5-(4-Aminobutoxy)-2-(2,6-dioxopiperidin-3-yl)isoindoline-1,3-dione NCCCCOC=1C=C2C(N(C(C2=CC1)=O)C1C(NC(CC1)=O)=O)=O